Isonitril N#[C-]